(3,4-dichlorophenyl)-3-oxobutyronitrile ClC=1C=C(C=CC1Cl)C(C#N)C(C)=O